BrC=1C=C2C(=NC1OC)N(C=C2)COCC[Si](C)(C)C 5-bromo-6-methoxy-1-((2-(trimethylsilyl)ethoxy)methyl)-1H-pyrrolo[2,3-b]pyridine